5-(1-(1-methylpiperidin-4-yl)-1H-pyrazol-4-yl)-3-(5-phenyl-1,2,4-oxadiazol-3-yl)pyridin-2-amine CN1CCC(CC1)N1N=CC(=C1)C=1C=C(C(=NC1)N)C1=NOC(=N1)C1=CC=CC=C1